ClC=1C(=NN(C1)CC(=O)NC=1C=NC(=C(C1)F)N1C=NC(=C1)[C@H]1NCCOC1)C(F)(F)F |o1:22| (R or S)-2-(4-chloro-3-(trifluoromethyl)-1H-pyrazol-1-yl)-N-(5-fluoro-6-(4-(morpholin-3-yl)-1H-imidazol-1-yl)pyridin-3-yl)acetamide